ethyl [4-({4-[({2-[methyl(methylsulfonyl)amino]pyridin-3-yl}methyl)amino]-5-(trifluoromethyl)pyrimidin-2-yl}amino)phenyl]acetate CN(C1=NC=CC=C1CNC1=NC(=NC=C1C(F)(F)F)NC1=CC=C(C=C1)CC(=O)OCC)S(=O)(=O)C